4-((5-(2,6-dioxopiperidin-3-yl)-4-oxo-5,6-dihydro-4H-thieno[3,4-c]pyrrol-1-yl)methoxy)benzaldehyde O=C1NC(CCC1N1CC=2C(C1=O)=CSC2COC2=CC=C(C=O)C=C2)=O